CN(C(=O)C1(CN(C1)C(=O)OC(C)(C)C)F)C tert-butyl 3-(dimethylcarbamoyl)-3-fluoroazetidine-1-carboxylate